1-(2-chloro-1,3-thiazol-4-yl)-3-phenylpropan-2-one ClC=1SC=C(N1)CC(CC1=CC=CC=C1)=O